1-hydroxytridecan OCCCCCCCCCCCCC